ClC=1C=C(C=CC1Cl)CNC=1NC(C2=C(N1)C=NN2CCOC(CN(C(OC(C)(C)C)=O)C)COC)=O tert-butyl N-[2-[2-[5-[(3,4-dichlorophenyl)methylamino]-7-oxo-6H-pyrazolo[4,3-d]pyrimidin-1-yl]ethoxy]-3-methoxy-propyl]-N-methyl-carbamate